(S)-2-amino-5-methyl-N-(1-(8-((1-Methyl-1H-pyrazol-4-yl)ethynyl)-1-oxo-2-phenyl-1,2-dihydroisoquinolin-3-yl)ethyl)pyridine N[C@H]1N(C=C(C=C1)C)C(C)C=1N(C(C2=C(C=CC=C2C1)C#CC=1C=NN(C1)C)=O)C1=CC=CC=C1